2-trans-methylphenylhexenal CC(=C(C=O)C1=CC=CC=C1)CCC